7-(difluoromethoxy)-N-propyl-6-[3-(pyrrolidin-1-yl)propoxy]-1H,2H,3H-cyclopenta[b]quinolin-9-amine FC(OC1=CC=2C(=C3C(=NC2C=C1OCCCN1CCCC1)CCC3)NCCC)F